(2S)-2-[(2S)-2-{[(2S)-1-[(2S,3E,5S)-2-benzyl-5-{[(tert-butoxy)carbonyl]amino}-7-methyloct-3-enoyl]pyrrolidin-2-yl]formamido}propanamido]-5-{[(benzyloxy)carbonyl]amino}pentanoic acid C(C1=CC=CC=C1)[C@H](C(=O)N1[C@@H](CCC1)C(=O)N[C@H](C(=O)N[C@H](C(=O)O)CCCNC(=O)OCC1=CC=CC=C1)C)\C=C\[C@H](CC(C)C)NC(=O)OC(C)(C)C